methyl-t-butyldimethoxysilane C[Si](OC)(OC)C(C)(C)C